(1R*,3aS*,4R*,7S*,7aR*)-2-(tert-butoxycarbonyl)-2,3,3a,4,7,7a-hexahydro-1H-4,7-ethanoisoindole-1-carboxylic acid C(C)(C)(C)OC(=O)N1[C@H]([C@@H]2[C@@H]3C=C[C@H]([C@@H]2C1)CC3)C(=O)O |o1:8,9,10,13,14|